FC=1C=C2C(=C(C(C2=CC1)=CC1=CC=C(C=C1)SC)C)CC(=O)O 5-fluoro-2-methyl-1-(4-methylthiobenzylidene)-1H-indene-3-acetic acid